CC1=CC(=C(C=C1)O)C(C)(C)C Tert-butyl-p-cresol